NCC1=CC=C(C=C1)NC1=C(C=C(C(=C1)F)N1CCC(CC1)C(F)(F)F)Cl N-(4-(aminomethyl)phenyl)-2-chloro-5-fluoro-4-(4-(trifluoromethyl)piperidin-1-yl)aniline